C(C)(=O)C1=C(C=CC=N1)C 6-acetyl-5-methylpyridin